N[C@H]1CCC2=CC(=CC=C12)N1C(=NC=2C1=NC(=CC2)N2N=CC(=C2)C=O)C=2C(=NC=CC2)N 1-{3-[(1S)-1-amino-2,3-dihydro-1H-inden-5-yl]-2-(2-aminopyridin-3-yl)imidazo[4,5-b]pyridin-5-yl}pyrazole-4-carbaldehyde